5-(2-ethylphenyl)-3-(methylamino)-4H-benzo[e][1,2,4]thiadiazine 1,1-dioxide C(C)C1=C(C=CC=C1)C1=CC=CC2=C1NC(=NS2(=O)=O)NC